FC1=CC=C(C=C1)N1N=C(C=C1)C(=O)NC1=CC(=C(C=C1)C)C1=CC2=C(N=C(N=C2)NC)N(C1=O)C 1-(4-fluorophenyl)-N-(4-methyl-3-(8-methyl-2-(methylamino)-7-oxo-7,8-dihydropyrido[2,3-d]pyrimidin-6-yl)phenyl)-1H-pyrazole-3-carboxamide